BrC=1N=CC=2N(C1)C=C(N2)[C@@H]2N(C[C@@H](C2)F)C(=O)OC(C)(C)C tert-butyl (2R,4R)-2-{6-bromoimidazo[1,2-a]pyrazin-2-yl}-4-fluoropyrrolidine-1-carboxylate